2,2-dimethyl-N-trityl-2,3-dihydropyrazolo[5,1-b]oxazole-7-sulfonimidamide CC1(CN2C(O1)=C(C=N2)S(=O)(NC(C2=CC=CC=C2)(C2=CC=CC=C2)C2=CC=CC=C2)=N)C